C(CCCCCC(=O)OCC(COC(CCCCCC(=O)OCC\C=C/CCCCC)=O)(CO)COC(CCC(OCCCCCCCC)OCCCCCCCC)=O)(=O)OCC\C=C/CCCCC O7-[2-(4,4-dioctoxybutanoyloxymethyl)-2-(hydroxymethyl)-3-[7-[(Z)-non-3-enoxy]-7-oxo-heptanoyl]oxy-propyl] O1-[(Z)-non-3-enyl] heptanedioate